N-[(1S)-1-[3-chloro-2-(chloromethyl)-5-fluorophenyl](1,2,2,2-2H4)ethyl]-2-(difluoromethoxy)acetamide ClC=1C(=C(C=C(C1)F)[C@@](C([2H])([2H])[2H])([2H])NC(COC(F)F)=O)CCl